(S)-4-(cyclopropylethynyl)-4-(1,1-difluoroethyl)-6-fluoro-7-((4-methoxy-6-oxopyrimidin-1(6H)-yl)methyl)-1,4-dihydro-2H-benzo[d][1,3]oxazin-2-one C1(CC1)C#C[C@]1(C2=C(NC(O1)=O)C=C(C(=C2)F)CN2C=NC(=CC2=O)OC)C(C)(F)F